ClC=1C2=C(N=C(N1)C1=NC=CC=C1)SC=C2C2=CC=CC=C2 4-chloro-5-phenyl-2-pyridin-2-yl-thieno[2,3-d]pyrimidine